ClC=1C=C(CC=2OC(=C(N2)C2=CC=C(C=C2)I)C)C=CC1 2-(3-Chlorobenzyl)-4-(4-iodophenyl)-5-methyloxazole